C(C(C)C)[Ti](C)(CC(C)C)CC(C)C Triisobutyl-methyl-titanium